pentalene-4-carboxylic acid ((S)-methylcarbamoyl-phenyl-methyl)-amide CNC(=O)[C@H](C1=CC=CC=C1)NC(=O)C=1C2=CC=CC2=CC1